6-Amino-2-[3,5-dichloro-4-[(5-cyclohexyl-6-oxo-1H-pyridazin-3-yl)oxy]phenyl]-4H-1,2,4-triazine-3,5-dione NC=1C(NC(N(N1)C1=CC(=C(C(=C1)Cl)OC1=NNC(C(=C1)C1CCCCC1)=O)Cl)=O)=O